(8-(5-((3,4-dichlorophenyl)difluoromethyl)-1,3,4-oxadiazol-2-yl)-2-((R)-2,2-difluorocyclopropane-1-carbonyl)-2,6-diazaspiro[3.4]octan-6-yl)(piperidin-4-yl)methanone ClC=1C=C(C=CC1Cl)C(C1=NN=C(O1)C1CN(CC12CN(C2)C(=O)[C@@H]2C(C2)(F)F)C(=O)C2CCNCC2)(F)F